ClC=1C=C(C=CC1F)NC1=NC=NC2=CC(=C(C=C12)NC(C=C)=O)OCCCN1CCN(CC1)C(CCCCCSC1=C2C(N(C(C2=CC=C1)=O)C1C(NC(CC1)=O)=O)=O)=O N-(4-((3-chloro-4-fluorophenyl)amino)-7-(3-(4-(6-((2-(2,6-dioxopiperidin-3-yl)-1,3-dioxoisoindolin-4-yl)thio)hexanoyl)piperazin-1-yl)propoxy)quinazolin-6-yl)acrylamide